tert-butyl 4-amino-3-((2-methoxyethyl)amino)benzoate NC1=C(C=C(C(=O)OC(C)(C)C)C=C1)NCCOC